O1C=2C(=CC=C1)OC=CC2 pyrano[3,2-b]pyran